N[C@H](C(F)F)C1=CC=C(C=C1)C=1N(N=C2C1N=CN(C2=O)CC2(CCN(CC2)C(C[C@@H](C(F)(F)F)C2=CC=CC=C2)=O)O)C 3-(4-((S)-1-Amino-2,2-difluoroethyl)phenyl)-6-((4-hydroxy-1-((R)-4,4,4-trifluoro-3-phenylbutanoyl)piperidin-4-yl)methyl)-2-methyl-2H-pyrazolo[4,3-d]pyrimidin-7(6H)-one